ClC=1C(N(C(=CC1OC([2H])([2H])C1=NC=C(C=C1F)F)C)C1=CC(=NC=C1Cl)N1C(C(=CC=C1)C(C)(C)O)=O)=O 3'',5'-dichloro-4''-((3,5-difluoropyridin-2-yl)methoxy-d2)-3-(2-hydroxypropan-2-yl)-6''-methyl-2H,2''H-[1,2':4',1''-terpyridine]-2,2''-dione